1-bromo-2-iodobenzene BrC1=C(C=CC=C1)I